tris(allyl) phosphite P(OCC=C)(OCC=C)OCC=C